BrC1=C(C=CC=C1)C1N(CCN(C1)C(=O)OC(C)(C)C)C(=O)OCC1=CC=CC=C1 1-Benzyl 4-(tert-butyl) 2-(2-bromophenyl)piperazine-1,4-dicarboxylate